4-(1-imino-1-oxothiomorpholino)cyclobut-3-ene-1,2-dione N=S1(CCN(CC1)C1=CC(C1=O)=O)=O